N-hydroxy-5,6-dimethyl-3-(phenylsulfanyl)pyridazine-4-carboximidamide ONC(=N)C1=C(N=NC(=C1C)C)SC1=CC=CC=C1